C1CO1 Trans-ethylene oxide